C/C(/C(=O)O)=C\C1=CC(=C(C(=C1)OC)OC)OC.COC=1C=C(C=CC(=O)OC)C=C(C1OC)OC methyl 3,4,5-trimethoxycinnamate (methyl (E)-3-(3,4,5-trimethoxyphenyl)prop-2-enoate)